(3-Methoxypropoxy)-1',1'-dioxidospiro[cyclopropane-1,4'-pyrido[2,3-b][1,4,5]oxathiazepin] COCCCOC1=NS(C2=C(OC13CC3)N=CC=C2)(=O)=O